FC1=C(C=CC=C1)NCC=1N=C(N(C1)C=1C=CC=2N(C1)C(=CN2)C(=O)NC2COC2)C2=NC(=CC=C2)C 6-(4-(((2-fluorophenyl)amino)methyl)-2-(6-methylpyridin-2-yl)-1H-imidazol-1-yl)-N-(oxetan-3-yl)imidazo[1,2-a]pyridine-3-carboxamide